CN1CC(C1)(C)[C@@](C=1C=C(C=NC1)CCC(C)(C)N1C(OCC1)=O)(C1=CC=C(C=C1)C(C)C)O 3-(3-{5-[(R)-(1,3-Dimethyl-azetidin-3-yl)-hydroxy-(4-isopropyl-phenyl)-methyl]-pyridin-3-yl}-1,1-dimethyl-propyl)-oxazolidin-2-one